3',4,4',5-tetrahydro-2'h-spiro[1,5-benzoxazepine-3,1'-naphthalene]-7-carboxamide C12(CCCC3=CC=CC=C13)COC1=C(NC2)C=C(C=C1)C(=O)N